Racemic-tert-butyl 1-(hydroxymethyl)-6-azaspiro[2.5]octane-6-carboxylate OC[C@@H]1CC12CCN(CC2)C(=O)OC(C)(C)C |r|